ClC1=C(C=CC=C1F)C=1CCCC2=C(C1C1=CC=C(C=C1)O[C@@H]1CN(CC1)CCCF)C=CC(=C2)N (S)-8-(2-chloro-3-fluorophenyl)-9-(4-((1-(3-fluoropropyl)pyrrolidin-3-yl)oxy)phenyl)-6,7-dihydro-5H-benzo[7]annulen-3-amine